5-amino-2,4-dichlorobenzoic acid methyl ester COC(C1=C(C=C(C(=C1)N)Cl)Cl)=O